dichloromethylphenethyl-silane ClC(Cl)[SiH2]CCC1=CC=CC=C1